tert-Butyl (2-((1R,4S)-4-(((3S,4S)-3-methoxytetrahydro-2H-pyran-4-yl)amino)-1-(3-(trifluoromethyl)-5,6,7,8-tetrahydro-1,6-naphthyridine-6-carbonyl)cyclopent-2-en-1-yl)ethyl)carbamate CO[C@@H]1COCC[C@@H]1N[C@@H]1C=C[C@@](C1)(C(=O)N1CC=2C=C(C=NC2CC1)C(F)(F)F)CCNC(OC(C)(C)C)=O